7-(4-methyl-4H-1,2,4-triazol-3-yl)-4-azaspiro[2.5]octane Tert-butyl-7-(4-methyl-4H-1,2,4-triazol-3-yl)-4-azaspiro[2.5]octane-4-carboxylate C(C)(C)(C)OC(=O)N1C2(CC2)CC(CC1)C1=NN=CN1C.CN1C(=NN=C1)C1CCNC2(CC2)C1